C1CCC2=C(C=CC=C12)C1=C(C=C2C(=N1)C(=NN2)C=2C=CC(=NC2)C2CC(CC2)N(S(=O)(=O)C)C)OC N-(3-(5-(5-(2,3-Dihydro-1H-inden-4-yl)-6-methoxy-1H-pyrazolo[4,3-b]pyridin-3-yl)pyridin-2-yl)cyclopentyl)-N-methylmethanesulfonamide